C(C)(C)(C)NS(=O)(=O)C1=CC(=CC=C1)NC1=NC(=NC=C1C)NC1=CC=C(C=C1)OCCN1CCN(CC1)CC1=C(C=C(C=C1)N1C(NC(CC1)=O)=O)F N-(tert-butyl)-3-((2-((4-(2-(4-(4-(2,4-dioxotetrahydropyrimidin-1(2H)-yl)-2-fluorobenzyl)piperazin-1-yl)ethoxy)phenyl)amino)-5-methylpyrimidin-4-yl)amino)benzenesulfonamide